5-isocyanato-3-(trifluoromethyl)cyanopyridine N(=C=O)C=1C=C(C(=NC1)C#N)C(F)(F)F